C(CCCCCCCCCCCCCC)(=O)N[C@@H](C)C(=O)OC(C)(C)C tert-butyl pentadecanoyl-L-alaninate